O=C1N=C(C=C2N1C[C@]13CO[C@H](CN12)C3)OCC=3C(=C(C#N)C=CC3)OC3=CC=C(C=C3)C(F)(F)F ((((3S,11aR)-9-oxo-3,4-dihydro-1H,9H,11H-3,11a-methanopyrimido[6',1':2,3]imidazo[5,1-c][1,4]oxazin-7-yl)oxy)methyl)-2-(4-(trifluoromethyl)phenoxy)benzonitrile